FC1=C(C=CC=2N=CSC21)NC2=NC=NC1=CC(=C(C(=C21)O[C@H](C)C2COC2)F)C=2C=NN(C2)C (R)-7-fluoro-N-(6-fluoro-7-(1-methyl-1H-pyrazol-4-yl)-5-(1-(oxetan-3-yl)ethoxy)quinazolin-4-yl)benzo[d]thiazol-6-amine